benzo[d]imidazo[2,1-b]thiazole-7-carboxamide 2,2,2-trifluoroacetate FC(C(=O)O)(F)F.N=1C=CN2C1SC1=C2C=CC(=C1)C(=O)N